C(=O)O.CN([C@@H]1[C@H](CC[C@@H](C1)C1=CC(=CC=C1)C(F)(F)F)OC1=CC(=C(C=C1F)S(=O)(=O)NC1=NC=NC=C1)F)C 4-(((1S,2S,4S)-2-(dimethylamino)-4-(3-(trifluoromethyl)phenyl)cyclohexyl)oxy)-2,5-difluoro-N-(pyrimidin-4-yl)benzenesulfonamide Formate